C(C)(C)(C)OC(=O)N1CCC(CC1)C(=O)NNC(C1=CC(=CC=C1)C(F)(F)F)=O 4-{2-[3-(Trifluoromethyl)benzoyl]hydrazinocarbonyl}piperidine-1-carboxylic acid tert-butyl ester